Cl.O.C(C)(C)(C)OC(=O)N[C@@H](C(=O)O)CCCNC(=N)N (2R)-2-(tert-butoxycarbonylamino)-5-guanidino-pentanoic acid hydrate hydrochloride